FC=1C=C(C=CC1C#N)OC(C1=CC=C(C=C1)CC)=O L-4-ethylbenzoic acid-3-fluoro-4-cyanophenyl ester